C(C)(C)C=1C(=NNC1C=1C=C(C=2N(C1)N=CN2)C)C2=CC=C(C=C2)[C@H](C)N(C(=O)[C@@H]2N(CCC2)C)C (R)-N-((S)-1-(4-(4-isopropyl-5-(8-methyl-[1,2,4]triazolo[1,5-a]pyridin-6-yl)-1H-pyrazol-3-yl)phenyl)ethyl)-N,1-dimethylpyrrolidine-2-carboxamide